N[C@H](C)C1=CC2=NC(=CC(=C2S1)NCC=1OC=CC1)Cl 2-[(1R)-1-aminoethyl]-5-chloro-N-[(furan-2-yl)methyl]thieno[3,2-b]pyridin-7-amine